CC(C)[C@@H](C)C=C[C@@H](C)[C@H]1CC[C@H]2C=3[C@@H]([C@H]4[C@]5(C[C@H](CC[C@]5(C)C3CC[C@]12C)O)O4)O 5α,6α-epoxyergosta-8,22-diene-3β,7α-diol